5-fluoro-1-(methyl-d3)-4-(6-(4,4,4-trifluoro-3,3-dimethylbut-1-yn-1-yl)-2,3-dihydrobenzo[e][1,4]oxazepin-1(5H)-yl)quinazolin-2(1H)-one FC1=C2C(=NC(N(C2=CC=C1)C([2H])([2H])[2H])=O)N1CCOCC2=C1C=CC=C2C#CC(C(F)(F)F)(C)C